N-(5-((1H-benzo[d][1,2,3]triazol-6-yl)ethynyl)-8-(methylamino)-2,7-naphthyridin-3-yl)-4-(2-chloroethoxy)butanamide N1N=NC2=C1C=C(C=C2)C#CC2=C1C=C(N=CC1=C(N=C2)NC)NC(CCCOCCCl)=O